FC(CCN(CC[C@@H](C(=O)O)NC1=NC=NC=C1)CCCCC1=NC=2NCCCC2C=C1)F (S)-4-((3,3-difluoropropyl)(4-(5,6,7,8-tetrahydro-1,8-naphthyridin-2-yl)butyl)amino)-2-(pyrimidin-4-ylamino)butanoic acid